ClC1=C(OC[C@@H](CO)O)C(=CC(=C1)S(=O)(=O)C1=CC=C(C=C1)OC[C@@H](CCl)O)Cl (R)-3-(2,6-dichloro-4-((4-((S)-3-chloro-2-hydroxypropoxy)phenyl)sulfonyl)phenoxy)propane-1,2-diol